ClC1=CC2=C(N(C(C(N2C)=O)=O)C2CCN(CC2)C2=NC=C(C=N2)CN2CCC(CC2)OC)N=C1 7-Chloro-4-(1-(5-((4-methoxypiperidin-1-yl)methyl)pyrimidin-2-yl)piperidin-4-yl)-1-methyl-1,4-dihydropyrido[2,3-b]pyrazine-2,3-dione